BrC1=C(OC2=C(N)C=C(C=C2)[N+](=O)[O-])C=C(C=C1)C(F)(F)F 2-(2-bromo-5-(trifluoromethyl)phenoxy)-5-nitroaniline